(Z)-7-methoxy-3-(2-nitrovinyl)-1H-indole COC=1C=CC=C2C(=CNC12)\C=C/[N+](=O)[O-]